4-(5-nitro-1H-indazol-6-yl)thiomorpholine [N+](=O)([O-])C=1C=C2C=NNC2=CC1N1CCSCC1